ClC1=C(C=CC=C1)C1=CC=2C3(C4=CC(=CC=C4C2C=C1)C#N)CCCCC3 2'-(2-chlorophenyl)spiro[cyclohexane-1,9'-fluorene]-7'-carbonitrile